ClC1=C(C=2C(=C3CC(CCN3C2N=C1)N1C(CC(C1)(C)C)=O)C)C 1-(3-chloro-4,5-dimethyl-6,7,8,9-tetrahydropyrido[3,2-b]indolizin-7-yl)-4,4-dimethyl-2-oxopyrrolidin